IC1=CC=C(OC2=C(C=C(C=C2)O)Cl)C=C1 4-(4-iodophenoxy)-3-chlorophenol